3-hydroxy-estra-1,3,5(10)-trien-17-one OC1=CC=2CC[C@H]3[C@@H]4CCC([C@@]4(C)CC[C@@H]3C2C=C1)=O